C(C1=CC=CC=C1)N1N=CC(=C1)C(=O)N1CC2(CNC2)C(C1)(C(=O)OCC)C ethyl 6-(1-benzyl-1H-pyrazole-4-carbonyl)-8-methyl-2,6-diazaspiro[3.4]octane-8-carboxylate